FC=1C=C(C=C2C=NNC12)\C(=C(/CC)\C1=CC=CC=C1)\C1=CC=C(C=C1)/C=C/C(=O)O (E)-3-(4-((E)-1-(7-fluoro-1H-indazol-5-yl)-2-phenylbut-1-en-1-yl)phenyl)acrylic acid